(R)-N4-(3-(6-methoxypyridin-3-yl)-1-methyl-1H-pyrazol-5-yl)-2-methyl-N1-((S)-11-oxo-2,3,10,11-tetrahydro-1H,5H-benzo[d]pyrazolo[1,2-a][1,2]diazepin-10-yl)succinamide COC1=CC=C(C=N1)C1=NN(C(=C1)NC(C[C@H](C(=O)N[C@H]1C2=C(CN3N(C1=O)CCC3)C=CC=C2)C)=O)C